[Si](C1=CC=CC=C1)(C1=CC=CC=C1)(C(C)(C)C)OCC[C@H](CCC)NC=1C2=C(N=C(N1)NC(OC)=O)C(=NN2CC2=C(C=C(C=C2)CO)OC)F methyl (S)-(7-((1-((tert-butyldiphenylsilyl)oxy)hexan-3-yl)amino)-3-fluoro-1-(4-(hydroxymethyl)-2-methoxybenzyl)-1H-pyrazolo[4,3-d]pyrimidin-5-yl)carbamate